trimethylsilylmethylplatinum C[Si](C)(C)C[Pt]